CN1CC(OB(OC(C1)=O)C(C#CCCCC1=CC=CC=C1)NS(=O)(=O)C1=CC=C(C=C1)[N+](=O)[O-])=O N-(1-(6-methyl-4,8-dioxo-1,3,6,2-dioxazaborocan-2-yl)-6-phenylhex-2-yn-1-yl)-4-nitrobenzenesulfonamide